3-(2-ethyl)-indole CCC1=CNC2=CC=CC=C12